C(=O)\C=C/C(=O)O CIS-3-FORMYLACRYLIC ACID